CN(C=1C=C(C=CC1)C1=CC=C(C=C1)OC)C 3'-(dimethylamino)-4-methoxy-[1,1'-biphenyl]